FC1=CC2=C(N(C([C@H](CS2(=O)=O)NC(OC(C)(C)C)=O)=O)CC2=CC=C(C=C2)/C(/N)=N/O)C=C1C1=CN=NC(=C1)OCC(F)(F)F tert-butyl N-[(3R)-8-fluoro-5-[[4-[(Z)-N'-hydroxycarbamimidoyl]phenyl]methyl]-1,1,4-trioxo-7-[6-(2,2,2-trifluoroethoxy)pyridazin-4-yl]-2,3-dihydro-1λ6,5-benzothiazepin-3-yl]carbamate